3-Fluoro-N-[trans-4-(2-hydroxypropan-2-yl)cyclohexyl]-4-(1H-pyrazolo[4,3-c]pyridin-4-yl)benzamide FC=1C=C(C(=O)N[C@@H]2CC[C@H](CC2)C(C)(C)O)C=CC1C1=NC=CC2=C1C=NN2